oxaazacyclohexane-3-one O1NC(CCC1)=O